CC(CC12N(C=3C=CC=CC3C1=O)CCC2)=C 9a-(2-Methylallyl)-2,3-dihydro-1H-pyrrolo[1,2-a]indol-9(9aH)-one